FC1=CC=C2C3(C(NC2=C1)=O)CC3 6'-Fluorospiro[cyclopropane-1,3'-indolin]-2'-one